FC=1C=C2C=NCN(C2=CC1)CC1=CC(=CC=C1F)C(=O)N1CCN(CC1)C(=O)C1CCCC1 6-Fluoro-1-(6-fluoro-3-(4-(cyclopentylcarbonyl)piperazine-1-carbonyl)benzyl)quinazoline